C(C)OCCN(CC[C@@H](C(=O)O)NC1=NC=NC=C1C1=CC=CC=C1)CCCCC1=NC=2NCCCC2C=C1 (S)-4-((2-ethoxyethyl)(4-(5,6,7,8-tetrahydro-1,8-naphthyridin-2-yl)butyl)amino)-2-((5-phenylpyrimidin-4-yl)amino)butanoic acid